ClC1=CC=2C(C3=CC(=CC=C3NC2C=C1)Cl)(C)C 2,7-dichloro-9,9-dimethylacridine